3-((7-chloro-1-methyl-6-((5-morpholinopyrazolo[1,5-a]pyridin-3-yl)oxy)-1H-imidazo[4,5-b]pyridin-2-yl)amino)-1-(2-hydroxyethyl)-5-(trifluoromethyl)pyridin-2(1H)-one ClC1=C2C(=NC=C1OC=1C=NN3C1C=C(C=C3)N3CCOCC3)N=C(N2C)NC=2C(N(C=C(C2)C(F)(F)F)CCO)=O